Diethyl (3-((9-bromo-2-chloro-5H-pyrimido[5,4-b]indol-4-yl)amino)propyl)phosphonate BrC=1C=2C3=C(NC2C=CC1)C(=NC(=N3)Cl)NCCCP(OCC)(OCC)=O